O(CCCCCCCCC)OB(O)O oxa-decylboric acid